pentafluorophenyl 1-hydroxy-1,3-dihydrobenzo[c][1,2]oxaborole-6-carboxylate OB1OCC2=C1C=C(C=C2)C(=O)OC2=C(C(=C(C(=C2F)F)F)F)F